CC1=CC=C(C(=N1)C1=CC=C2C=CC=NC2=C1)C=1C=NN(C1)CCC(C(F)(F)F)C 7-{6-methyl-3-[1-(4,4,4-trifluoro-3-methylbutyl)-1H-pyrazol-4-yl]pyridin-2-yl}quinoline